CCCCCCCCCCCCCCCC/C=C\\OC[C@H](COP(=O)(O)OCCN)OC(=O)CCCCCCC/C=C\\C/C=C\\CCCCC The molecule is a 1-(alk-1-enyl)-2-acyl-sn-glycero-3-phosphoethanolamine in which the alkenyl and acyl groups are specified asas (1Z)-octadecenyl and linoleoyl respectively. It has a role as a mouse metabolite. It derives from a linoleic acid. It is a tautomer of a 1-(1Z-octadecenyl)-2-linoleoyl-sn-glycero-3-phosphoethanolamine zwitterion.